NC=1C=2N(C3=CC(=CC=C3N1)C(=O)N1[C@@H]3[C@H](CCC1)OC1=C3C=C(C(=C1)OC(F)(F)F)F)C=NC2 (4-aminoimidazo[1,5-a]quinoxalin-8-yl)((4aS,9bS)-8-fluoro-7-(trifluoromethoxy)-3,4,4a,9b-tetrahydrobenzofuro[3,2-b]pyridin-1(2H)-yl)methanone